[Cl].B(O)(O)O boric acid chlorine